COCC(=O)N1CC=2NN=C(C2C1)C(=O)N1CCC(CC1)C1=C(C=CC=C1)C(F)(F)F 2-methoxy-1-(3-(4-(2-(trifluoromethyl)phenyl)piperidine-1-carbonyl)-4,6-dihydropyrrolo[3,4-c]pyrazol-5(1H)-yl)ethan-1-one